NCC1=CN=C(S1)OC1=CC2=C(C(=NO2)C=2C(=C(C=C(C2)CC)S(=O)(=O)N)OC)C=C1OC [6-[5-(aminomethyl)thiazol-2-yl]oxy-5-methoxy-1,2-benzoxazol-3-yl]-5-ethyl-2-methoxy-benzenesulfonamide